ClC1=CC=C(C(=O)O)C=C1.O1C(C=CC2=CC=CC=C12)=NO coumarin oxime p-chlorobenzoate